6-bromo-2,2-dimethyl-chroman BrC=1C=C2CCC(OC2=CC1)(C)C